1-(2-methoxyethyl)-1H-imidazole-2-carboxylic acid COCCN1C(=NC=C1)C(=O)O